BrC=1C=C(C(N(C1)C)=O)C(F)(F)F 5-bromo-1-methyl-3-(trifluoromethyl)pyridin-2-one